tert-butoxybis(perbromophenyl)borane C(C)(C)(C)OB(C1=C(C(=C(C(=C1Br)Br)Br)Br)Br)C1=C(C(=C(C(=C1Br)Br)Br)Br)Br